FC[C@H](CN(CC[C@@H](C(=O)O)NC(=O)C1(CC1)C1=C(C=NC=C1OC)F)CCCCC1=NC=2NCCCC2C=C1)OC (S)-4-(((S)-3-fluoro-2-methoxypropyl)(4-(5,6,7,8-tetrahydro-1,8-naphthyridin-2-yl)butyl)amino)-2-(1-(3-fluoro-5-methoxypyridin-4-yl)cyclopropane-1-carboxamido)butanoic acid